NC=1N=C(C2=C(C=NN(C2=O)CC2=C(C=C(C=C2)CN2CCCC2)F)N1)NCCCC 2-amino-4-(butylamino)-6-(2-fluoro-4-(pyrrolidin-1-ylmethyl)benzyl)pyrimido[4,5-d]pyridazin-5(6H)-one